O[C@@H]1[C@H](CO[C@@H]([C@@H]1O)CO)NC1=NC(=CC(=N1)C#N)OCC 2-(((3S,4R,5R,6R)-4,5-dihydroxy-6-(hydroxymethyl)tetrahydro-2H-pyran-3-yl)amino)-6-ethoxypyrimidine-4-carbonitrile